ClC1=C(C=C(C=N1)CN(C1=CC(OC1)=O)C1CC1)F 4-{[(6-Chloro-5-fluoropyrid-3-yl)methyl](cyclopropyl)amino}furan-2(5H)-one